4-cyclohexyl-butyric acid C1(CCCCC1)CCCC(=O)O